5-methoxy-2-((4-methoxy-3-(piperazin-1-yl)phenyl)sulfonyl)-3-methyl-1H-indole COC=1C=C2C(=C(NC2=CC1)S(=O)(=O)C1=CC(=C(C=C1)OC)N1CCNCC1)C